8-((3-Bromo-6-methyl-5,5-dioxido-6,11-dihydrodibenzo[c,f][1,2]thiazepin-11-yl)amino)octanoic acid hydrochloride salt Cl.BrC1=CC2=C(C(C3=C(N(S2(=O)=O)C)C=CC=C3)NCCCCCCCC(=O)O)C=C1